(3s,5r)-3-aminomethyl-5-methyl-non-8-enoic acid NC[C@H](CC(=O)O)C[C@@H](CCC=C)C